tert-butyl 3-((3-(8-(2,4-dichlorophenyl)-3-(methoxycarbonyl)-6,7-dihydro-5H-benzo[7]annulen-9-yl)phenyl)amino)azetidine-1-carboxylate ClC1=C(C=CC(=C1)Cl)C=1CCCC2=C(C1C=1C=C(C=CC1)NC1CN(C1)C(=O)OC(C)(C)C)C=CC(=C2)C(=O)OC